6-(4-methyl-piperazine-1-yl)benzo[b]thiophene-2-carboxamide CN1CCN(CC1)C=1C=CC2=C(SC(=C2)C(=O)N)C1